N,N,N-tris(oleyl-oxy-ethyl)-N-methyl-ammonium chloride [Cl-].C(CCCCCCC\C=C/CCCCCCCC)OCC[N+](C)(CCOCCCCCCCC\C=C/CCCCCCCC)CCOCCCCCCCC\C=C/CCCCCCCC